O=C1N(C(CC1)=O)OC(CCCCCCCC=CCCCCCCCC(=O)O)=O 18-((2,5-dioxopyrrolidin-1-yl)oxy)-18-oxooctadec-9-enoic acid